ClC1=CC=C(C=C1)C1=NNC(C1)C1=CC2=C(OCCO2)C=C1 3-(4-chlorophenyl)-5-(2,3-dihydrobenzo[b][1,4]dioxin-6-yl)-4,5-dihydro-1H-pyrazole